ethyl-4-methoxybenzene-1,2-diamine C(C)C1=C(C(=CC=C1OC)N)N